BrC1=C(C=NN(C1=O)C)N[C@@H]1C[C@@H](CN(C1)C)C1=CC=C(C(=O)N2CCC3(CCN(CC3)C3=CC=C(C=C3)[C@@H]3C(NC(CC3)=O)=O)CC2)C=C1 (R)-3-(4-(9-(4-((3R,5R)-5-((5-bromo-1-methyl-6-oxo-1,6-dihydropyridazin-4-yl)amino)-1-methylpiperidin-3-yl)benzoyl)-3,9-diazaspiro[5.5]undecan-3-yl)phenyl)piperidine-2,6-dione